C(C)OC(=O)C=1CC(N(CC1)C(=O)OC(C)(C)C)C1=CC=C(C=C1)C(=O)OC(C)(C)C (4-(tert-Butoxycarbonyl)phenyl)-3,6-dihydropyridine-1,4(2H)-dicarboxylic acid 1-(tert-butyl) 4-ethyl ester